O1CCC(CC1)N1CCN(CC1)C1=CC=C(C=C1)B1OC(C(O1)(C)C)(C)C 1-(tetrahydro-2H-pyran-4-yl)-4-(4-(4,4,5,5-tetramethyl-1,3,2-dioxaborolan-2-yl)phenyl)piperazine